1-((2-fluoropyridin-4-yl)methyl)-4-methoxy-1H-pyrrole-2-carboxamide FC1=NC=CC(=C1)CN1C(=CC(=C1)OC)C(=O)N